CN[C@H](C(=O)O)CCNC (s)-2,4-bis(methylamino)butanoic acid